2-(((3S,4R,5R,6R)-4,5-dihydroxy-6-(hydroxymethyl)tetrahydro-2H-pyran-3-yl)amino)thiazole-5-carbonitrile O[C@@H]1[C@H](CO[C@@H]([C@@H]1O)CO)NC=1SC(=CN1)C#N